C(CCCCC)(=O)OC(CN(CC(CCCCCCCC)OC(CCCCC)=O)CCCN(C)C)CCCCCCCC ((3-(dimethylamino)propyl)azanediyl)bis(decane-1,2-diyl) dihexanoate